N-tert-butyl-7-[(3R,4S)-3,4-dihydroxypyrrolidin-1-yl]-6-fluoro-4-oxo-1-(2,4,6-trifluorophenyl)-1,4-dihydro-1,8-naphthyridine-3-carboxamide C(C)(C)(C)NC(=O)C1=CN(C2=NC(=C(C=C2C1=O)F)N1C[C@H]([C@H](C1)O)O)C1=C(C=C(C=C1F)F)F